FC1=C(C=CC=2NC=NC21)F 4,5-difluoro-1H-benzimidazol